2-(2-hydroxyphenyl)-N-(3-(piperidin-1-yl)propyl)benzo[d]imidazo[2,1-b]thiazole-7-carboxamide OC1=C(C=CC=C1)C=1N=C2SC3=C(N2C1)C=CC(=C3)C(=O)NCCCN3CCCCC3